4-methyl-3-[trans-4-(1H-pyrazol-4-yl)cyclohexyl]-5-{[3-(trifluoromethyl)phenoxy]methyl}-4H-1,2,4-triazole CN1C(=NN=C1COC1=CC(=CC=C1)C(F)(F)F)[C@@H]1CC[C@H](CC1)C=1C=NNC1